C1(=CC=CC2=CC=CC=C12)C(=O)O naphthylformic acid